N4-acetyl-5'-O-(4,4'-dimethoxytrityl)-2'-O-[2-(trifluoroacetyl)aminoethoxymethyl]cytidine C(C)(=O)NC1=NC(N([C@H]2[C@H](OCOCCNC(C(F)(F)F)=O)[C@H](O)[C@@H](COC(C3=CC=C(C=C3)OC)(C3=CC=C(C=C3)OC)C3=CC=CC=C3)O2)C=C1)=O